O=C1NC(CCC1N1C(C2=CC=C(C=C2C1=O)OCCOCCOCCN(C1=CC=2N(C=C1)C=C(N2)C2=CC=C(C=C2)C)C)=O)=O 2-(2,6-dioxopiperidin-3-yl)-5-(2-(2-(2-(methyl(2-(p-tolyl)imidazo[1,2-a]pyridin-7-yl)amino)ethoxy)ethoxy)ethoxy)isoindoline-1,3-dione